tert-butyl (R,E)-4-(3-ethoxy-3-oxoprop-1-en-1-yl)-2,2-dimethyloxazolidine-3-carboxylate C(C)OC(/C=C/[C@H]1N(C(OC1)(C)C)C(=O)OC(C)(C)C)=O